FC1CC(N2C1=NN(C2=O)C2=CC=C(C=C2)F)C=2C=NC=C(C2)F 7-fluoro-2-(4-fluorophenyl)-5-(5-fluoropyridin-3-yl)-2,5,6,7-tetrahydro-3H-pyrrolo[2,1-c][1,2,4]triazol-3-one